N1=C(N=CC=C1)C(=O)Cl Pyrimidine-2-carbonyl chloride